N[C@H](C(=O)O)C(C)C=1OC=NN1 (S)-2-amino-3-(1,3,4-oxadiazol-2-yl)butanoic acid